CS(=O)(=O)OCC=1C(=NC(=CC1)C1C(NC(CC1)=O)=O)F (6-(2,6-dioxopiperidin-3-yl)-2-fluoropyridin-3-yl)methyl methanesulfonate